CC1(C(C(CC1)(CCC)CCC)=O)CCC 2-METHYL-2,5,5-TRIPROPYLCYCLOPENTAN-1-ONE